CN1CCC(CC1)NC(C1=CC=C(C=C1)NC=1N=C(C2=C(N1)NC=C2)N2OCC[C@H]2C2=CC=CC=C2)=O (S)-N-(1-methylpiperidin-4-yl)-4-((4-(3-phenylisoxazolidin-2-yl)-7H-pyrrolo[2,3-d]pyrimidin-2-yl)amino)benzamide